CCCCCC\C=C/CCCCCCCCCCCC (7Z)-7-eicosene